2-[[5-ethylsulfonyl-6-[7-(trifluoromethyl)imidazo[1,2-b]pyridazin-2-yl]-3-pyridyl]oxy]-2-methyl-propanenitrile C(C)S(=O)(=O)C=1C=C(C=NC1C=1N=C2N(N=CC(=C2)C(F)(F)F)C1)OC(C#N)(C)C